Cl.C12CNCC(N1C1=C3C(N(C(=NC3=CC=C1)C)C1C(NC(CC1)=O)=O)=O)C2 3-(5-(3,6-diazabicyclo[3.1.1]heptane-6-yl)-2-methyl-4-oxoquinazoline-3(4H)-yl)piperidine-2,6-dione hydrochloride